N1(N=CC=C1)C=1C=NNC1 1'H-1,4'-bipyrazole